COC(C#CCCOCC)OC 1,1-dimethoxy-5-ethoxy-2-pentyne